(E)-N-(4-((3-chloro-2-fluorophenyl)amino)-5-(2-fluoroethoxy)quinazolin-6-yl)-4-(dimethylamino)but-2-enamide ClC=1C(=C(C=CC1)NC1=NC=NC2=CC=C(C(=C12)OCCF)NC(\C=C\CN(C)C)=O)F